[Si](C1=CC=CC=C1)(C1=CC=CC=C1)(C(C)(C)C)OCCN1C(C2=C(C=C1)N(C(=C2)C(=O)O)C)=O 5-(2-((tert-butyldiphenylsilyl)oxy)ethyl)-1-methyl-4-oxo-4,5-dihydro-1H-pyrrolo[3,2-c]pyridine-2-carboxylic acid